C(C)(C)(C)OC(=O)N1C[C@@H]([C@@H](CC1)N)F (3s,4r)-4-amino-3-fluoro-piperidine-1-carboxylic acid tert-butyl ester